4-((3-amino-3-methylbutyl)(4-amino-4-methylpentyl)amino)-4-oxobutanoic acid NC(CCN(C(CCC(=O)O)=O)CCCC(C)(C)N)(C)C